[7-[2,4-difluoro-6-(2-methoxyethoxy)phenyl]-6-(2-prop-2-enoyl-3,4-dihydro-1H-isoquinolin-7-yl)thieno[3,2-c]pyridin-4-yl]trifluoromethanesulfonic acid FC1=C(C(=CC(=C1)F)OCCOC)C=1C2=C(C(=NC1C1=CC=C3CCN(CC3=C1)C(C=C)=O)OS(=O)(=O)C(F)(F)F)C=CS2